tert-butyl (R)-3-(2-(6-fluoro-1H-indol-3-yl)acetamido)pyrrolidine-1-carboxylate FC1=CC=C2C(=CNC2=C1)CC(=O)N[C@H]1CN(CC1)C(=O)OC(C)(C)C